3-(2-thiophenyl)-alanine ethyl-(S)-4-((1-cyclopropyl-2,2-difluoro-3-hydroxypropyl)amino)-1-methyl-6-nitro-2-oxo-1,2-dihydro-1,8-naphthyridine-3-carboxylate C(C)C1=C2C(=C(C(N(C2=NC=C1[N+](=O)[O-])C)=O)C(=O)O)N[C@H](C(CO)(F)F)C1CC1.S1C(=CC=C1)C[C@H](N)C(=O)O